1-allyl-3-((3-((tert-butyldiphenylsilyl)oxy)cyclobutyl)methyl)-6-chloro-1,3,4,9-tetrahydro-[1,2,6]thiadiazino[4,3-g]indole 2,2-dioxide C(C=C)N1S(N(CC=2C=C(C=3C=CNC3C21)Cl)CC2CC(C2)O[Si](C2=CC=CC=C2)(C2=CC=CC=C2)C(C)(C)C)(=O)=O